N1(N=CN=C1)CCC(=O)O 3-(1,2,4-triazol-1-yl)propanoic acid